6-fluoro-5-(2-{[(3-fluoro(2-pyridyl))cyclobutyl]amino}pyrimidin-5-yl)-1H-indazole-3-carbonitrile FC1=C(C=C2C(=NNC2=C1)C#N)C=1C=NC(=NC1)NC1(CCC1)C1=NC=CC=C1F